C(CC1=CC=CC=C1)N1C(CC(C1)=O)=O 1-phenethyl-pyrrolidine-2,4-dione